8-(2,3,5-trifluorophenyl)quinoline-3-carboxamide FC1=C(C=C(C=C1F)F)C=1C=CC=C2C=C(C=NC12)C(=O)N